C=CC=CCC(CCCCC)[Mg]I 6-undecadienyl-magnesium iodide